CN1CCN(CC1)C1=CC=C(CNC2=CC=CC=C2)C=C1 N-(4-(4-methylpiperazin-1-yl)benzyl)aniline